3a,4,7,7a-tetrahydro-1H-4,7-methanoinden-1-yl benzoate C(C1=CC=CC=C1)(=O)OC1C=CC2C3C=CC(C12)C3